BrC1=CN(C(C2=C1N=C(N=C2)SC)=O)C2=C(C=CC=C2F)Cl 8-bromo-6-(2-chloro-6-fluorophenyl)-2-(methylthio)pyrido[4,3-d]pyrimidin-5(6H)-one